C(C(C)C)N1[C@H]2CC(C[C@@H]1CC2)N2CCC(CC2)C=2C=C1C(=NC2)C=C(N1C)C1=CC=C(C=C1)S(=O)(=O)C 6-(1-((1R,5S)-8-isobutyl-8-azabicyclo[3.2.1]oct-3-yl)piperidin-4-yl)-1-methyl-2-(4-(methylsulfonyl)phenyl)-1H-pyrrolo[3,2-b]pyridine